α-hydroxyenanthic acid OC(C(=O)O)CCCCC